dibutyl-4,4'-bipyridine C(CCC)C=1C(=NC=CC1C1=CC=NC=C1)CCCC